6-amino-8-(4,4-difluoropiperidin-1-yl)-1,7-naphthyridin-2-ol NC=1C=C2C=CC(=NC2=C(N1)N1CCC(CC1)(F)F)O